COC=1C=CC(=C(C1)N1C(C2=CC=C(C=C2C1=O)C(=O)O)=O)C1=NN=NN1 2-[5-Methoxy-2-(1H-tetrazol-5-yl)phenyl]-1,3-dioxo-2,3-dihydro-1H-isoindole-5-carboxylic acid